1-hydroxyisoquinoline OC1=NC=CC2=CC=CC=C12